N-benzyl-(9Z,12Z)-oleamide C(C1=CC=CC=C1)NC(CCCCCCC\C=C/CCCCCCCC)=O